trans-N-benzyl-2-(1-(phenylsulfonyl)indolin-5-yl)cyclopropylamine C(C1=CC=CC=C1)N[C@H]1[C@@H](C1)C=1C=C2CCN(C2=CC1)S(=O)(=O)C1=CC=CC=C1